(3R,5R)-1-{2-[1-(cyclopropylmethyl)-1H-pyrrolo[2,3-b]pyridin-2-yl]-1-[(1,3-dimethyl-1H-pyrazol-4-yl)methyl]-7-methoxy-1H-1,3-benzodiazole-5-carbonyl}-5-fluoropiperidin-3-amine C1(CC1)CN1C(=CC=2C1=NC=CC2)C2=NC1=C(N2CC=2C(=NN(C2)C)C)C(=CC(=C1)C(=O)N1C[C@@H](C[C@H](C1)F)N)OC